C(CCCCCCCCCCCCCCCCC)(=O)OCC(COC(NC1CN(C1)CC(F)F)=O)OC(CCCCCCCCCCCCCCCCC)=O 3-(((1-(2,2-difluoroethyl)azetidin-3-yl)carbamoyl)oxy)propane-1,2-diyl distearate